C(CC#C)O 3-butyne-1-ol